4-chloro-2,8-dimethyl-7,8-dihydro-1,7-naphthyridine ClC1=CC(=NC=2C(NC=CC12)C)C